O=C1NC(CCC1N1C(C2=CC=C(C=C2C1=O)N1CCC(CC1)CCCC(=O)NC1=CC=C(C(=O)NC2=CC3=C(NC(=N3)CN3[C@H](CCC3)C)C=C2)C=C1)=O)=O 4-(4-(1-(2-(2,6-dioxopiperidin-3-yl)-1,3-dioxoisoindolin-5-yl)piperidin-4-yl)butanamido)-N-(2-(((S)-2-methylpyrrolidin-1-yl)methyl)-1H-benzo[d]imidazol-5-yl)benzamide